C(#N)C=1C(=NC(=C(C1CC)C#N)N1CCN(CCC1)C)SC(C(=O)N)C1=NC=CC=C1OC 2-((3,5-dicyano-4-ethyl-6-(4-methyl-1,4-diazepan-1-yl)pyridin-2-yl)sulfanyl)-2-(3-methoxypyridin-2-yl)acetamide